methyl 4-((6R,8aS)-2-((5-methoxy-7-methyl-1-tosyl-1H-indol-4-yl)methyl)-6-methyloctahydropyrrolo[1,2-a]pyrazin-3-yl)benzoate COC=1C(=C2C=CN(C2=C(C1)C)S(=O)(=O)C1=CC=C(C)C=C1)CN1C[C@H]2N(CC1C1=CC=C(C(=O)OC)C=C1)[C@@H](CC2)C